4-Cyclobutyl-N-((7-(5-(Difluoromethyl)-1,3,4-Oxadiazol-2-Yl)Imidazo[1,2-a]Pyridin-2-Yl)Methyl)-N-Phenylpiperazine-1-Sulfonamide C1(CCC1)N1CCN(CC1)S(=O)(=O)N(C1=CC=CC=C1)CC=1N=C2N(C=CC(=C2)C=2OC(=NN2)C(F)F)C1